C(\C=C/C(=O)[O-])(=O)OC.C(\C=C/C(=O)[O-])(=O)OC dimethyl dimaleate